dibutyl 2,3-dipropylsuccinate C(CC)C(C(=O)OCCCC)C(C(=O)OCCCC)CCC